FC=1C=C2C(=CC1)N(CC21CCNCC1)C=1C2=C(N=CN1)C=CC(=N2)C=2C=NC=CC2 5-fluoro-1-(6-(pyridin-3-yl)pyrido[3,2-d]pyrimidin-4-yl)spiro[indoline-3,4'-piperidine]